magnesium decyl benzenesulfonate C1(=CC=CC=C1)S(=O)(=O)OCCCCCCCCCC.[Mg]